CN1N=C(C=C1CC1CC2(CN(C2)C(=O)N2CC3(C2)NC(CC3)=O)C1)C(F)(F)F 2-[6-[[2-methyl-5-(trifluoromethyl)pyrazol-3-yl]methyl]-2-azaspiro[3.3]heptane-2-carbonyl]-2,5-diazaspiro[3.4]octan-6-one